[B].CC1=NN(C(=N1)C)CCCO 3-(3,5-dimethyl-1,2,4-triazol-1-yl)propan-1-ol Boron